boric acid-potassium salt [K+].B([O-])([O-])[O-].[K+].[K+]